N-tert-butyl-α-4-fluorophenylnitrone C(C)(C)(C)[N+](=CC1=CC=C(C=C1)F)[O-]